5α-pregnane-3α,11β,17,21-tetrol C(C[C@]1(CC[C@H]2[C@@H]3CC[C@H]4C[C@@H](CC[C@]4(C)[C@H]3[C@H](C[C@]12C)O)O)O)O